2-(2-Amino-dibenzo[b,d]furan-3-yl)propan-2-ol NC1=CC2=C(OC3=C2C=CC=C3)C=C1C(C)(C)O